dimethyl (S)-(3-methyl-2-oxooct-5-yn-1-yl)phosphonate C[C@H](C(CP(OC)(OC)=O)=O)CC#CCC